C1(CCCC1)OCCCC=O 4-(cyclopentyloxy)butanal